F[C@@H]1[C@H](C1)C(=O)NC1=CC(=C(N=N1)C(=O)NC([2H])([2H])[2H])NC1=NC=CC2=C1N(CC=1N2N=NC1)C |o1:1,2| rel-6-((1R,2S)-2-fluorocyclopropane-1-carboxamido)-N-(methyl-d3)-4-((5-methyl-4,5-dihydropyrido[3,4-e][1,2,3]triazolo[1,5-a]pyrazin-6-yl)amino)pyridazine-3-carboxamide